4-(8-Fluoro-4-(1,4-oxazepan-4-yl)-2-((tetrahydro-1H-pyrrolizin-7a(5H)-yl)methoxy)quinazolin-7-yl)naphthalen-2-ol FC=1C(=CC=C2C(=NC(=NC12)OCC12CCCN2CCC1)N1CCOCCC1)C1=CC(=CC2=CC=CC=C12)O